FC1=CC=C(C=C1)[C@@H]1[C@@H](C1)C(=O)O (1R,2S)-2-(4-fluorophenyl)cyclopropane-1-carboxylic acid